6-(4-fluoro-3-isopropyl-5-(2,6-diazaspiro[3.3]heptan-2-yl)-1H-pyrrolo[2,3-c]pyridin-2-yl)-7,8-dimethyl-[1,2,4]triazolo[1,5-a]pyridine FC1=C2C(=CN=C1N1CC3(C1)CNC3)NC(=C2C(C)C)C=2C(=C(C=3N(C2)N=CN3)C)C